3-(methyl(1-oxo-4-(o-tolyl)-1,2-dihydroisoquinolin-7-yl)amino)propanamide CN(CCC(=O)N)C1=CC=C2C(=CNC(C2=C1)=O)C1=C(C=CC=C1)C